C(C=1C(=CC=CC1)C=C1C(C2(CCC1C2(C)C)CS(=O)(=O)O)=O)=C2C(C1(CCC2C1(C)C)CS(=O)(=O)O)=O phthalylidenedicamphorsulfonic acid